C(C)(C)(C)N1N=C(C=C1NC(OCC1=CC=CC=C1)=O)[C@@H]1C[C@@H](CC1)O |r| racemic-cis-benzyl (1-(tert-butyl)-3-(3-hydroxycyclopentyl)-1H-pyrazol-5-yl)carbamate